N1[C@H](CCC1)CNC([O-])=O N-{[(2R)-pyrrolidin-2-yl]methyl}carbamate